ClC=1C=C(C(=O)N2CC=3C(=NN4C3C(N(C[C@H]4C(=O)NC)C(C)C4=CC=C(C=C4)OC(F)F)=O)C[C@H]2C)C=CC1Cl (3R,7S)-2-(3,4-Dichlorobenzoyl)-9-(1-(4-(difluoromethoxy)phenyl)ethyl)-N,3-dimethyl-10-oxo-1,2,3,4,7,8,9,10-octahydropyrido[4',3':3,4]pyrazolo[1,5-a]pyrazine-7-carboxamide